COC(=O)CC1=CN=C(C=C1)Cl Methyl 2-(6-chloropyridin-3-yl) acetate